OC[C@@H]1C[C@H]2[C@@H](N1C(=O)OC(C)(C)C)CCC2 tert-Butyl (2S,3aS,6aS)-2-(hydroxymethyl)hexahydrocyclopenta[b]pyrrole-1(2H)-carboxylate